FC=1C=C(C=CC1F)[C@@H]1OC1 (S)-(3,4-difluorophenyl)-oxirane